N2-[(3-chloro-5-methyl-2-pyridinyl)methyl]-6-(1-tetrahydropyran-2-yl-indazol-6-yl)-1,3,5-triazine-2,4-diamine ClC=1C(=NC=C(C1)C)CNC1=NC(=NC(=N1)N)C1=CC=C2C=NN(C2=C1)C1OCCCC1